C1(CC1)C=1C=C(CNC2=NC=C(C=N2)C(=O)N2CCC23CN(CC3)C(=O)OC(C)(C)C)C=C(C1)OC(F)(F)F tert-butyl 1-(2-((3-cyclopropyl-5-(trifluoromethoxy) benzyl) amino) pyrimidine-5-carbonyl)-1,6-diazaspiro[3.4]octane-6-carboxylate